C(C1=CC=CC=C1)S(=O)(=O)O α-toluenesulfonic acid